bis(3,5-difluoro-2-(5-(trifluoromethyl)-2-pyridinyl)phenyl)iridium hexafluorophosphate F[P-](F)(F)(F)(F)F.FC=1C(=C(C=C(C1)F)[Ir+]C1=C(C(=CC(=C1)F)F)C1=NC=C(C=C1)C(F)(F)F)C1=NC=C(C=C1)C(F)(F)F